(6,7-dihydro-5H-pyrrolo[1,2-a]imidazol-2-yl)-N-methyl-5-((3-(trifluoromethyl)benzyl)amino)pyrazine-2-sulfonamide N1=C2N(C=C1C=1C(=NC=C(N1)NCC1=CC(=CC=C1)C(F)(F)F)S(=O)(=O)NC)CCC2